tert-butyl (2R)-2-(2-(6-bromo-7-methyl-4-(trifluoromethyl)-2H-indazol-2-yl)-3-ethoxy-3-oxopropanoyl)pyrrolidine-1-carboxylate BrC=1C=C(C2=CN(N=C2C1C)C(C(=O)[C@@H]1N(CCC1)C(=O)OC(C)(C)C)C(=O)OCC)C(F)(F)F